1-(4-cyanophenyl)-3-(6-(pyridin-3-yl)imidazo[1,5-a]pyridin-5-yl)urea C(#N)C1=CC=C(C=C1)NC(=O)NC1=C(C=CC=2N1C=NC2)C=2C=NC=CC2